methyl 2-bromo-4-(oxazolidin-4-yl)-1,3-benzothiazole-6-carboxylate BrC=1SC2=C(N1)C(=CC(=C2)C(=O)OC)C2NCOC2